1-{3-Chloro-2,6-Diethoxy-4-[(1R)-1-({2-[(1S)-1-Phenylethoxy]Ethyl}Amino)Ethyl]Phenyl}Ethan-1-One ClC=1C(=C(C(=CC1[C@@H](C)NCCO[C@@H](C)C1=CC=CC=C1)OCC)C(C)=O)OCC